CC(CCNC(=O)OCCOC(C(=C)C)=O)CC(CNC(OCCOCCOCCOC(NCC(CC(CCNC(=O)OCCOC(C(=C)C)=O)C)(C)C)=O)=O)(C)C bis(2-(methacryloyloxy)ethyl) 5,7,7,24,24,26-hexamethyl-10,21-dioxo-11,14,17,20-tetraoxa-2,9,22,29-tetraazatriacontanedioate